2-(quinoline-2-yl)-1,8-naphthyridine N1=C(C=CC2=CC=CC=C12)C1=NC2=NC=CC=C2C=C1